3-hydroxyphenyl-3-hydroxypropionic acid OC=1C=C(C=CC1)C(C(=O)O)CO